C(CCCCCCCCCCCCCCC)(=O)OCCCCCCCCCCCCCCCC Cetyl Palmitat